Cl.ClC=1C=NC(=NC1)N1N=C(N=C1[C@H](C)N)C1CC1 (1S)-1-[1-(5-chloropyrimidin-2-yl)-3-cyclopropyl-1H-1,2,4-triazol-5-yl]ethylamine hydrochloride